4-nitro-2-(6-azaspiro[2.5]octane-6-yl)benzoyl chloride [N+](=O)([O-])C1=CC(=C(C(=O)Cl)C=C1)N1CCC2(CC2)CC1